BrC=1C=NC=NC1 5-bromopyrimidin